tert-butyl 5-(trifluoromethylsulfonyloxy)-3,4-dihydro-2H-pyridine-1-carboxylate FC(S(=O)(=O)OC=1CCCN(C1)C(=O)OC(C)(C)C)(F)F